C(C1=CC=CC=C1)N1C2C(N(CC1CC2)C(=O)OC(C)(C)C)C(C(F)F)OC2=NC(=C(C=1N=C(NC(C12)=O)SC)F)Cl tert-butyl 8-benzyl-2-(1-((7-chloro-8-fluoro-2-(methylthio)-4-oxo-3,4-dihydropyrido[4,3-d]pyrimidin-5-yl)oxy)-2,2-difluoroethyl)-3,8-diazabicyclo[3.2.1]octane-3-carboxylate